FC1(C[C@]12CN(CCC2)C2CCN(CC2)C(=O)OCC2=CC=CC=C2)F |r| rac-Benzyl 4-(1,1-difluoro-5-azaspiro[2.5]octan-5-yl)piperidine-1-carboxylate